C(C=C)(=O)OCCCCCCCC[Si](OCC)(OCC)C acryloyloxyoctyl-methyl-diethoxysilane